sulfuryl-aniline S(=O)(=O)=NC1=CC=CC=C1